1,3-dimethyl-5-cyclohexylbarbituric acid CN1C(=O)N(C(=O)C(C1=O)C1CCCCC1)C